N\C(=C/C(=O)[O-])\C(F)(F)F 3-amino-4,4,4-trifluorocrotonate